1-[4-[tert-butyl(dimethyl)silyl]oxycyclohexyl]-5-methyl-triazole-4-carboxylic acid [Si](C)(C)(C(C)(C)C)OC1CCC(CC1)N1N=NC(=C1C)C(=O)O